CSSCC=1OC=CC1 2-[(methyldithio)methyl]-furan